CN1CCN(CC1)C1=CC=C2C(C=CNC2=C1)=O 7-(4-methylpiperazin-1-yl)-1,4-dihydroquinolin-4-one